NC1=C(C(=O)OC)C=CC=C1C(F)(F)F methyl 2-amino-3-(trifluoromethyl)benzoate